C(#N)C1=CC=C(C=C1)C1=NC2=CC(=CC(=C2C=C1C1=CC=C(C=C1)F)C(C)NC1=C(C(=O)O)C=CC=C1)C 2-((1-(2-(4-cyanophenyl)-3-(4-fluorophenyl)-7-methylquinolin-5-yl)ethyl)amino)benzoic acid